N[C@H]1[C@@H](CN(CC1)C(=O)OC(C)(C)C)F tert-butyl (3R,4R)-4-amino-3-fluoropiperidine-1-carboxylate